N-(4-cyano-3-fluoro-phenyl)-5-(2-fluorophenyl)-1H-pyrrole-3-sulfonamide C(#N)C1=C(C=C(C=C1)NS(=O)(=O)C1=CNC(=C1)C1=C(C=CC=C1)F)F